ClC=1C=CC(=NC1)[C@@H](C(F)(F)F)C1(CCN(CC1)C(=O)OC(C)(C)C)O tert-butyl 4-[(1R)-1-(5-chloro-2-pyridyl)-2,2,2-trifluoro-ethyl]-4-hydroxy-piperidine-1-carboxylate